2-(1-(4-hydroxybutyl)piperidin-4-yl)propane-1,3-diyl bis(2-heptylnonanoate) C(CCCCCC)C(C(=O)OCC(COC(C(CCCCCCC)CCCCCCC)=O)C1CCN(CC1)CCCCO)CCCCCCC